C1CCC2=C(C=3CCCC3C=C12)CC(=O)NS(N(CCNC)C=1C=NN(C1)C)(=O)=O 2-(1,2,3,5,6,7-hexahydro-s-indacen-4-yl)-N-[(1-methyl-1H-pyrazol-4-yl)[2-(methylamino)ethyl]sulfamoyl]acetamide